C1(CCCC1)C(=O)N1CCC(CC1)OC=1C=CC=C2C(=NN(C12)C)C1C(NC(CC1)=O)=O 3-(7-((1-(cyclopentanecarbonyl)piperidin-4-yl)oxy)-1-methyl-1H-indazol-3-yl)-piperidine-2,6-dione